p-tert-Butylphenol, sodium salt [Na].C(C)(C)(C)C1=CC=C(C=C1)O